Methyl 2-[4-(hydroxymethyl)cyclohexyl]-5-(pyridine-2-carbonylamino)indazole-6-carboxylate OCC1CCC(CC1)N1N=C2C=C(C(=CC2=C1)NC(=O)C1=NC=CC=C1)C(=O)OC